C1(CCCCC1)NC1=NC(=NC=C1C(F)(F)F)NC=1C=CC(=C(C(=O)OC)C1)B1OC(C(O1)(C)C)(C)C methyl 5-((4-(cyclohexylamino)-5-(trifluoromethyl)pyrimidin-2-yl)amino)-2-(4,4,5,5-tetramethyl-1,3,2-dioxaborolan-2-yl)benzoate